5-bromo-1-(phenylsulfonyl)-1H-pyrazolo[3,4-c]pyridine BrC=1C=C2C(=CN1)N(N=C2)S(=O)(=O)C2=CC=CC=C2